BrC1=CC(=C(OC2=NC(=CC=C2)F)C=C1F)F 2-(4-bromo-2,5-difluorophenoxy)-6-Fluoropyridine